4-[(azetidin-3-yl)amino]-2-(2,6-dioxopiperidin-3-yl)-2,3-dihydro-1H-isoindole-1,3-dione N1CC(C1)NC1=C2C(N(C(C2=CC=C1)=O)C1C(NC(CC1)=O)=O)=O